(E)-4-(9-(5-methoxypyridin-2-yl)-6-(2-(3-methylbenzylidene)hydrazinyl)-9H-purin-2-yl)morpholine COC=1C=CC(=NC1)N1C2=NC(=NC(=C2N=C1)N/N=C/C1=CC(=CC=C1)C)N1CCOCC1